N=1C=NN2C1C=C(C=C2)OC2=CC(=C(C=C2C)NC2=NC=NC1=CC(=C(C=C21)OC2CN(CC2)C(C=C)=O)OC)OC 1-(3-((4-((4-([1,2,4]triazolo[1,5-a]pyridin-7-yloxy)-2-methoxy-5-methylphenyl)amino)-7-methoxy-quinazolin-6-yl)oxy)pyrrolidin-1-yl)prop-2-en-1-one